NCCCN(CCCNC(OC(C)(C)C)=O)C tert-butyl [3-[(3-aminopropyl)-methylamino]-propyl]carbamate